C(C)(=O)N=C=NC(C)=O N,N'-diacetylcarbodiimide